P(OC(C1=CC(=C(C(=C1)C(C)(C)C)O)C(C)(C)C)(CCCCCCCCCCCCCCCCCC)CCCCCCCCCCCCCCCCCC)([O-])=O di-n-octadecyl-3,5-di-tert-butyl-4-hydroxybenzyl phosphonate